ClC1=C(SC=C1)C=O 3-CHLOROTHIOPHENE-2-CARBALDEHYDE